BrC=1C(=NC(=NC1Cl)SC)N1N=NC2=C1C=CC(=C2)OC 1-[5-bromo-6-chloro-2-(methylsulfanyl)pyrimidin-4-yl]-5-methoxy-1,2,3-benzotriazole